3,5-dimethyl-1-hexyne CC(C#C)CC(C)C